O1N=C(C2=C1C=CC=C2)C2=C(\C=N\[S@@](=O)C(C)(C)C)C=CC=C2Br (S,E)-N-[2-(benzo[d]isoxazol-3-yl)-3-bromobenzylidene]-2-methylpropane-2-sulfinamide